BrC1=CC=C(N=N1)CNC 1-(6-bromopyridazin-3-yl)-N-methylmethanamine